2-[[(1S)-1-[3-methyl-2-(2-oxa-7-azaspiro[3.4]octan-7-yl)-4-oxo-quinazolin-8-yl]ethyl]amino]benzoic acid CN1C(=NC2=C(C=CC=C2C1=O)[C@H](C)NC1=C(C(=O)O)C=CC=C1)N1CCC2(COC2)C1